C(C1=CC=CC=C1)N1CCC(CC1)(C(=O)O)C=1C=NC(=CC1)C1=C(C=CC=C1)OCC 1-benzyl-4-[6-(2-ethoxyphenyl)pyridin-3-yl]piperidine-4-carboxylic acid